C1(CC1)C=1C=C2CCN(C2=CC1)C(CSC1=NN=NN1C1=C(C(=O)O)C=CC=C1)=O (5-((2-(5-cyclopropylindolin-1-yl)-2-oxoethyl)thio)-1H-tetrazol-1-yl)benzoic acid